2-[7-(2,2,6,6-tetramethylpiperidin-4-yl)-7H-pyrrolo[2,3-c]pyridazin-3-yl]-5-(1H-1,2,3-triazol-1-yl)phenol dihydrochloride Cl.Cl.CC1(NC(CC(C1)N1C=CC2=C1N=NC(=C2)C2=C(C=C(C=C2)N2N=NC=C2)O)(C)C)C